2-(6-methoxypyridin-2-yl)propanenitrile COC1=CC=CC(=N1)C(C#N)C